COC1=CC=C(C=CC(=O)O)C=C1.N(CCO)CCO diethanolamin 4-methoxy-cinnamate